1-N-(6-fluoro-2-((1r,4r)-4-(hydroxymethyl)cyclohexyl)-2H-indazol-5-yl)-6-(trifluoromethyl)picolinamide FC=1C(=CC2=CN(N=C2C1)C1CCC(CC1)CO)N1C(C=CC=C1C(F)(F)F)C(=O)N